[Na+].C1(=CC=CC2=CC=CC=C12)OP(=O)([O-])[O-].[Na+] 1-Naphthylphosphate Sodium salt